N1=C(C=CC2=CC=CC=C12)[N+]1=CN(C=C1)C1=CC(=CC=C1)OC(F)(F)F 3-(Quinolin-2-yl)-1-(3-(trifluoromethoxy)phenyl)-1H-imidazol-3-ium